N1(C=CC=C1)C1=CC2=C(NC(=N2)S(=O)(=O)O)C=C1 5-(1H-pyrrole-1-yl)-1H-benzo[d]imidazole-2-sulfonic acid